FC=1C=C(C=NC1N1CC2CNCC2C1)NC1=NC=C(C(=N1)NN1C(OC2=C1C=CC=C2)=O)C {2-[5-fluoro-6-(hexahydro-pyrrolo[3,4-c]pyrrol-2-yl)-pyridin-3-ylamino]-5-methyl-pyrimidin-4-ylamino}-3H-benzooxazol-2-one